FC=1C(=C(NC)C=C(C1)C)[N+](=O)[O-] 3-fluoro-N,5-dimethyl-2-nitroaniline